ClC1=C2CNCC2=CC(=C1)F 4-chloro-6-fluoro-2,3-dihydro-1H-isoindole